FC1=C(C=C(C=C1C[C@@H]1N(CC2(CC2)[C@@H]1NS(=O)(=O)CC)C([C@@H](CF)O)=O)F)C1=CC=CC=C1 N-((6S,7S)-6-((2,5-difluoro-[1,1'-biphenyl]-3-yl)methyl)-5-((S)-3-fluoro-2-hydroxypropanoyl)-5-azaspiro[2.4]heptan-7-yl)ethanesulfonamide